[C-]#N.CC1=CC=CC=C1 Toluene cyanide